5-Chloro-2-[2-[[(3S,4R)-1-ethyl-4-fluoro-3-piperidyl]amino]oxazolo[4,5-b]pyridin-5-yl]-3-methyl-phenol ClC=1C=C(C(=C(C1)O)C1=CC=C2C(=N1)N=C(O2)N[C@H]2CN(CC[C@H]2F)CC)C